(2S,4R)-N-((R)-1-(4-carbamimidoylthiophen-2-yl)ethyl)-1-((9,9-difluoro-9H-fluorene-3-carbonyl)glycyl)-4-(methylsulfonyl)pyrrolidine-2-carboxamide C(N)(=N)C=1C=C(SC1)[C@@H](C)NC(=O)[C@H]1N(C[C@@H](C1)S(=O)(=O)C)C(CNC(=O)C=1C=CC=2C(C3=CC=CC=C3C2C1)(F)F)=O